N-(2-(1H-indol-3-yl)ethyl)-N-(3-methoxybenzyl)prop-2-en-1-amine N1C=C(C2=CC=CC=C12)CCN(CC=C)CC1=CC(=CC=C1)OC